Nickel cadmium [Cd].[Ni]